CC=1C(=C2C=NN(C2=CC1)C1OCCCC1)NC(=O)C1=CN=C(S1)NC1=NC=C(C(=O)O)C=C1 6-((5-((5-Methyl-1-(tetrahydro-2H-pyran-2-yl)-1H-indazol-4-yl)carbamoyl)thiazol-2-yl)amino)nicotinic acid